(1,3-dioxoisoindolin-2-yl)methyl butyrate C(CCC)(=O)OCN1C(C2=CC=CC=C2C1=O)=O